C1=CC=CC=2C(C3=C(CCC21)C=CC=C3)C3CN(CCC3)S(=O)(=O)NCC3=CC=C(C=C3)C(F)(F)F 3-(10,11-dihydro-5H-dibenzo[a,d][7]annulen-5-yl)-N-(4-(trifluoromethyl)benzyl)piperidine-1-sulfonamide